NC=1C2=C(N=CN1)N(C=C2C2=CC(=CC=C2)OC)C2=CC=C(C=C2)OCCNCCOC 4-amino-5-(3-methoxyphenyl)-7-{(4-[2-(2-methoxyethylamino)ethoxy]phenyl)}-pyrrolo[2,3-d]pyrimidine